ethoxy-5-methylphenol C(C)OC1=C(C=C(C=C1)C)O